Benzalmalononitril C(C1=CC=CC=C1)=C(C#N)C#N